4-(4-isopropoxypyridin-2-yl)-N-(3-methylpyridin-2-yl)thiazol-2-amine C(C)(C)OC1=CC(=NC=C1)C=1N=C(SC1)NC1=NC=CC=C1C